2-chloro-4-(3,5-dimethyl-1H-pyrazol-1-yl)-6-isopropylpyridine ClC1=NC(=CC(=C1)N1N=C(C=C1C)C)C(C)C